5-(4-(6,7-dihydro-5H-pyrrolo[3,4-b]pyridine-6-carbonyl)phenyl)-N-(4-(3,3-dimethylureido)benzyl)-1-methyl-1H-indazole-3-carboxamide N1=C2C(=CC=C1)CN(C2)C(=O)C2=CC=C(C=C2)C=2C=C1C(=NN(C1=CC2)C)C(=O)NCC2=CC=C(C=C2)NC(=O)N(C)C